C(#N)C1(C(C2(CCC1C2(C)C)CS(=O)(=O)O)=O)C#N dicyanocamphorsulfonic acid